4-[5-(2,5-dichloropyrimidin-4-yl)furan-2-yl]Piperidine-1-carbaldehyde ClC1=NC=C(C(=N1)C1=CC=C(O1)C1CCN(CC1)C=O)Cl